4-bromo-N-(2,2-dimethoxyethyl)-5-iodo-1H-pyrazole-3-carboxamide BrC=1C(=NNC1I)C(=O)NCC(OC)OC